(4,4-difluoro-1-piperidyl)-[2-(1-isopropylpyrazol-3-yl)-4-(5-isopropyl-1-tetrahydropyran-2-yl-pyrazol-3-yl)phenyl]methanone FC1(CCN(CC1)C(=O)C1=C(C=C(C=C1)C1=NN(C(=C1)C(C)C)C1OCCCC1)C1=NN(C=C1)C(C)C)F